2-[Methyl]-5-pyrrolidin-1-yl-pyridazine-3-carboxamide CN1NC=C(C=C1C(=O)N)N1CCCC1